C(C1=CC=C(C(=O)OCCO)C=C1)(=O)OCCO Bis(2-hydroxyethyl) terephthalat